2,3,3a,4,5,6,7,7a-octahydrofuro[2,3-c]pyridine O1CCC2C1CNCC2